C1(CC1)CN(C(=O)OCC1=C(C=NN1C)C1=CC=C(OC2CCCCC2)C=C1)C (±)-trans-3-(4-(5-((((Cyclopropylmethyl)(methyl)carbamoyl)oxy)methyl)-1-methyl-1H-pyrazol-4-yl)phenoxy)cyclohexan